C(=O)(C=C)N1CCN(CC1)C1=C(C(=NC2=C(C=CC=C12)OC1=C(C=CC=2NC=NC21)C)C2=C1CCN(CC1=CC=C2)C)C#N 4-(4-Acrylpiperazin-1-yl)-2-(2-methyl-1,2,3,4-tetrahydroisoquinolin-5-yl)-8-((5-methyl-1H-benzo[d]imidazol-4-yl)oxy)quinoline-3-carbonitrile